3-fluoro-3-((2-nitro-5-(1H-pyrazol-5-yl)phenyl)carbamoyl)-piperidine-1-carboxylic acid tert-butyl ester C(C)(C)(C)OC(=O)N1CC(CCC1)(C(NC1=C(C=CC(=C1)C1=CC=NN1)[N+](=O)[O-])=O)F